N[C@]1(CN(CC1)C1=C(CN2C3=NC=NC(=C3N=C2)N)C(=CC(=C1)Cl)C=C)C1=NNC=N1 (R)-9-(2-(3-amino-3-(1H-1,2,4-triazol-3-yl)pyrrolidin-1-yl)-4-chloro-6-vinylbenzyl)-9H-purin-6-amine